6-(1-(4-fluoro-3-isopropyl-2-(8-methoxy-[1,2,4]triazolo[1,5-a]pyridin-6-yl)-1H-pyrrolo[2,3-c]pyridin-5-yl)piperidin-4-yl)-2-oxa-6-azaspiro[3.3]heptane FC1=C2C(=CN=C1N1CCC(CC1)N1CC3(COC3)C1)NC(=C2C(C)C)C=2C=C(C=1N(C2)N=CN1)OC